2-(4-Methylbenzoyl)-1,5-dihydro-4H-benzo[b]azepine-4-One CC1=CC=C(C(=O)C2=CC(CC3=C(N2)C=CC=C3)=O)C=C1